2-(5-bromo-2-methoxyphenyl)-4,4,5,5-tetramethyl-1,3,2-dioxaborolan BrC=1C=CC(=C(C1)B1OC(C(O1)(C)C)(C)C)OC